2-[2-bromo-4-(1-hydroxy-1-methyl-ethyl)phenoxy]-2-methyl-propanal BrC1=C(OC(C=O)(C)C)C=CC(=C1)C(C)(C)O